ClCC(=O)NC1=CC=C(C=C1)N=NC1=CC=CC=C1 2-chloro-N-[4-(2-phenyldiazen-1-yl)phenyl]acetamide